tert-butyl 3-(5-[(5-chlorothiophen-2-yl)methyl]amino-1-(2-methoxybenzoyl)-1H-pyrazol-3-yl)-3-methylpiperidine-1-carboxylate ClC1=CC=C(S1)CNC1=CC(=NN1C(C1=C(C=CC=C1)OC)=O)C1(CN(CCC1)C(=O)OC(C)(C)C)C